3-(3-(5-carbamoyl-2-chloro-3-nitrophenoxy)prop-1-yn-1-yl)pyrrolidine-1-carboxylic acid tert-butyl ester C(C)(C)(C)OC(=O)N1CC(CC1)C#CCOC1=C(C(=CC(=C1)C(N)=O)[N+](=O)[O-])Cl